ClC1=CC=C2C(=CC=NC2=C1)NC1=CC=C(C=C1)C1N(CCNC1)C(=O)N 4-((7-chloroquinolin-4-yl)amino)phenylpiperazine-1-carboxamide